COC1=CC(=NC2=CC=CC=C12)[C@@H]1[C@H](C1)C1=NC=CC(=N1)C 4-methoxy-2-((1S,2S)-2-(4-methylpyrimidin-2-yl)cyclopropyl)quinolin